O=C1NC(CCC1N1C(C2=CC=C(C=C2C1=O)C(=O)NCC1=CC=C(C=C1)OCCOC1=CC=CC2=CC=CC=C12)=O)=O 2-(2,6-dioxopiperidin-3-yl)-N-(4-(2-(naphthalen-1-yloxy)ethoxy)benzyl)-1,3-dioxoisoindoline-5-carboxamide